[C@H]12N(C[C@H](NC1)C2)CCO 2-((1R,4R)-2,5-diazabicyclo[2.2.1]heptan-2-yl)ethan-1-ol